tert-Butyl 4-((6-aminopyridin-3-yl)sulfonyl)piperazine-1-carboxylate NC1=CC=C(C=N1)S(=O)(=O)N1CCN(CC1)C(=O)OC(C)(C)C